4-((S)-1-((3-(difluoromethyl)-1-methyl-1H-pyrazol-4-yl)sulfonyl)-1-fluoroethyl)-N-(2-((S)-1-hydroxyethyl)pyridin-4-yl)piperidine-1-carboxamide FC(C1=NN(C=C1S(=O)(=O)[C@](C)(F)C1CCN(CC1)C(=O)NC1=CC(=NC=C1)[C@H](C)O)C)F